BrC=1C=C(C=C(C1)C(C)(C)C)[C@H](CC(=O)O)NC(=O)C1CC2(CN(C2)CCC2=NC=3NCCCC3C=C2)C1 (S)-3-(3-bromo-5-(tert-butyl)phenyl)-3-(2-(2-(5,6,7,8-tetrahydro-1,8-naphthyridin-2-yl)ethyl)-2-azaspiro[3.3]heptane-6-carboxamido)propionic acid